C(C)(C)(C)OC(=O)N1N=C(C=C1O)C(F)F 3-(difluoromethyl)-5-hydroxy-pyrazole-1-carboxylic acid tert-butyl ester